3-(benzyloxy)-5-(3-chlorophenyl)-4-(difluoromethyl)picolinonitrile C(C1=CC=CC=C1)OC=1C(=NC=C(C1C(F)F)C1=CC(=CC=C1)Cl)C#N